COC1=CC=C(C=C1)CN([C@H](C(=O)OCC)[C@H](O)C=1SC=C(N1)Br)CC1=CC=C(C=C1)OC ethyl (2S,3S)-2-[bis[(4-methoxyphenyl)methyl]amino]-3-(4-bromo-1,3-thiazol-2-yl)-3-hydroxypropanoate